NC1=C(C=CC2=CC=CC=C12)O amino-2-naphthalenol